3-(2,4-dinitrostyryl)-3-cephem-4-carboxylic acid [N+](=O)([O-])C1=C(C=CC=2CS[C@H]3N(C2C(=O)O)C(C3)=O)C=CC(=C1)[N+](=O)[O-]